BrC=1C2=C(C3=C(N=C(N=C3C1Cl)SCC)O)COC2 6-Bromo-5-chloro-3-(ethylthio)-7,9-dihydrofuro[3,4-f]quinazolin-1-ol